1-(3-(4-((3,4-dichloro-2-fluorophenyl)amino)-7-(2-morpholinoethoxy)quinazolin-6-yl)azetidin-1-yl)prop-2-en-1-one ClC=1C(=C(C=CC1Cl)NC1=NC=NC2=CC(=C(C=C12)C1CN(C1)C(C=C)=O)OCCN1CCOCC1)F